(2R,4R)-N-((S)-1-((4-carbamimidoyl-2-chlorobenzyl)amino)-1-oxopropan-2-yl)-4-phenylpyrrolidine-2-carboxamide bis-trifluoroacetate FC(C(=O)O)(F)F.FC(C(=O)O)(F)F.C(N)(=N)C1=CC(=C(CNC([C@H](C)NC(=O)[C@@H]2NC[C@H](C2)C2=CC=CC=C2)=O)C=C1)Cl